5-chloro-8-((1-(2-cyclobutylethyl)-1H-indazol-6-yl)sulfonyl)-3-hydroxyquinazoline-2,4(1H,3H)-dione ClC1=C2C(N(C(NC2=C(C=C1)S(=O)(=O)C1=CC=C2C=NN(C2=C1)CCC1CCC1)=O)O)=O